FC=1C=C(CN2C3=C(C(C(CC2=O)C(=O)OC)O)C=CC=C3)C=CC1C methyl 1-(3-fluoro-4-methylbenzyl)-5-hydroxy-2-oxo-2,3,4,5-tetrahydro-1H-benzo[b]azepine-4-carboxylate